5-(3-isopropyl-2-methyl-3H-imidazo[4,5-b]pyridin-5-yl)-N-((1-methylpiperidin-4-yl)methyl)-7H-pyrrolo[2,3-d]pyrimidin-2-amine C(C)(C)N1C(=NC=2C1=NC(=CC2)C2=CNC=1N=C(N=CC12)NCC1CCN(CC1)C)C